C[N+](C1=CC=CC=C1)(C)[O-] dimethyl-aniline-N-oxide